FC=1C(=CC=2C3=C(NC(C2C1)=O)COC[C@@H]3N(C(=O)C=3C=C1C=C(C=CN1C3)C(F)F)C)F (R)-N-(8,9-difluoro-6-oxo-1,4,5,6-tetrahydro-2H-pyrano[3,4-c]isoquinolin-1-yl)-7-(difluoromethyl)-N-methylindolizine-2-carboxamide